1-[(2S)-2-hydroxypropanoyl]-N-methyl-N-{(1S)-2,2,2-trifluoro-1-[4-({7-[(1S)-1-methoxyethyl]-2-methyl[1,3]thiazolo[5,4-b]pyridin-6-yl}amino)phenyl]ethyl}piperidine-4-carboxamide O[C@H](C(=O)N1CCC(CC1)C(=O)N([C@H](C(F)(F)F)C1=CC=C(C=C1)NC=1C(=C2C(=NC1)SC(=N2)C)[C@H](C)OC)C)C